tert-butyl 3-(4-amino-3-(methyl amino)phenyl)azetidine-1-carboxylate NC1=C(C=C(C=C1)C1CN(C1)C(=O)OC(C)(C)C)NC